N-(2-(4-isopropylpiperazine-1-yl)-4-methoxy-5-((6-((R)-3-(6-methylpyridine-3-yl)isoxazolidine-2-yl)pyrimidine-4-yl)amino)phenyl)acrylamide C(C)(C)N1CCN(CC1)C1=C(C=C(C(=C1)OC)NC1=NC=NC(=C1)N1OCC[C@@H]1C=1C=NC(=CC1)C)NC(C=C)=O